C1(=CC=CC=C1)C#CN1C2=C(CC3=CC=CC=C13)C=CC=C2N 5-phenylethynyl-6-amino-benzo[b]Quinoline